7'-bromo-4'-(2,4-dimethoxybenzyl)-4',5'-dihydro-3'H-spiro[cyclobutane-1,2'-pyrido[2,3-f][1,4]oxazepine] BrC=1C=CC2=C(CN(CC3(O2)CCC3)CC3=C(C=C(C=C3)OC)OC)N1